(1R,3aR,7aR)-7a-methyl-1-[(R)-7,7,7-trifluoro-6-(methoxymethoxy)-6-(trifluoromethyl)heptan-2-yl]octahydro-4H-inden-4-one C[C@@]12CCCC([C@@H]2CC[C@@H]1[C@H](C)CCCC(C(F)(F)F)(C(F)(F)F)OCOC)=O